(2-ethyl-7-(fluoromethyl)-4-oxo-2,4-dihydro-5H-pyrazolo[3,4-d]pyridazin-5-yl)-N-(pyrimidin-2-yl)acetamide C(C)N1N=C2C(=NN(C(C2=C1)=O)CC(=O)NC1=NC=CC=N1)CF